(2R,5R)-ethyl-1,6-dioxaspiro[4.4]nonane C(C)[C@H]1O[C@]2(CC1)OCCC2